tert-butyl (1R,3r,5S)-3-((6-((5-(difluoromethoxy)-1H-pyrazol-3-yl)amino)pyrazin-2-yl)oxy)-8-azabicyclo[3.2.1]octane-8-carboxylate FC(OC1=CC(=NN1)NC1=CN=CC(=N1)OC1C[C@H]2CC[C@@H](C1)N2C(=O)OC(C)(C)C)F